tert-butyl 2-(1-(2-fluoro-4-nitrophenyl)-4-hydroxyazepan-4-yl)acetate FC1=C(C=CC(=C1)[N+](=O)[O-])N1CCC(CCC1)(O)CC(=O)OC(C)(C)C